C(CCCCCCC)(=O)[O-].C(C1=CC=CC=C1)[N+](C)(C)CC(C)O benzyl-(2-hydroxypropyl)-dimethylammonium octanoate